NC=1SC2=C(N1)C(=CC=C2)C2=C(C=C1C(=NC(=NC1=C2F)N2C=CN1C2N(C(CC12CNC2)=O)C)N2CCNCC2)Cl 1-[7-(2-amino-1,3-benzothiazol-4-yl)-6-chloro-8-fluoro-4-piperazin-1-yl-quinazolin-2-yl]-8-methyl-spiro[6H-imidazo[1,2-a]pyrimidine-5,3'-azetidine]-7-one